ClC=1C(=C(C=CC1)C1(CNC1)NC1=CC=C2C(C(N(C2=C1)CCOC)=O)(C)C)C 6-((3-(3-chloro-2-methylphenyl)azetidin-3-yl)amino)-1-(2-methoxyethyl)-3,3-dimethylindolin-2-one